N-(2,4-Dimethoxybenzyl)-N-((4aS,6S)-1-(4-fluorophenyl)-4a-(4-fluoropicolinoyl)-4,4a,5,6,7,8-hexahydro-1H-benzo[f]indazol-6-yl)-1-methyl-1H-1,2,4-triazole-3-sulfonamide COC1=C(CN(S(=O)(=O)C2=NN(C=N2)C)[C@H]2CCC=3[C@](CC=4C=NN(C4C3)C3=CC=C(C=C3)F)(C2)C(C2=NC=CC(=C2)F)=O)C=CC(=C1)OC